C1=C(C=C2C=CC3=CC=CC4=CC=C1C2=C34)C#CC=3SC=C(N3)\C=N/O (Z)-2-(pyren-2-ylethynyl)thiazole-4-carbaldehyde oxime